N[C@H](C(=O)N1[C@@H](C[C@H](C1)O)C(=O)NCC1=C(C=C(C=C1)C#C)OC)C(C)(C)C (2S,4R)-1-[(2S)-2-amino-3,3-dimethyl-butanoyl]-N-[(4-ethynyl-2-methoxy-phenyl)methyl]-4-hydroxy-pyrrolidine-2-carboxamide